OC(C(=O)N1CC2=C(N=C(NC2=O)C2(CC2)C2=CC=CC=C2)CC1)C1=CC(=CC=C1)C=1C=NC(=NC1)C 6-(2-hydroxy-2-(3-(2-methylpyrimidin-5-yl)phenyl)acetyl)-2-(1-phenylcyclopropyl)-5,6,7,8-tetrahydropyrido[4,3-d]pyrimidin-4(3H)-one